ClC1=CC=C(CO[C@@H]2CC[C@H](CC2)C(=O)NCC2=C(C(=C(C=C2)C(F)(F)F)C=2NC(C=C(N2)C(F)F)=O)F)C=C1 trans-4-[(4-chlorobenzyl)oxy]-N-{3-[4-(difluoromethyl)-6-oxo-1,6-dihydropyrimidin-2-yl]-2-fluoro-4-(trifluoromethyl)benzyl}cyclohexane-1-carboxamide